FC=1OC2=C(C1)C1=C(C=C2OC)SC(=C1)C(C[C@@H](C(=O)O)C)=O (S)-4-(2-fluoro-4-methoxythieno[3,2-e]benzofuran-7-yl)-2-methyl-4-oxobutanoic acid